6-[(2,4-difluorobenzyl)oxy]pyridin FC1=C(COC2=CC=CC=N2)C=CC(=C1)F